4-ethylpyridine-2-carboxamidine C(C)C1=CC(=NC=C1)C(=N)N